ClC=1C=C(C=C(C1)C=1OCCOC1)NCCC1=CC=C(C=C1)CCN1[C@@H]([C@H]([C@@H]([C@H](C1)O)O)O)CO (2R,3R,4R,5S)-1-{2-[4-(2-{[3-chloro-5-(5,6-dihydro-1,4-dioxin-2-yl)phenyl]amino}ethyl)phenyl]ethyl}-2-(hydroxymethyl)piperidine-3,4,5-triol